FC(C(=O)O)(F)F.FC(C(=O)O)(F)F.FC(C(=O)O)(F)F.COC=1C=C(C=CC1OC)C1=NC2=C(N1C)C=C(C=C2C)C2CCN(CC2)C2CC1(CN(C1)C(C)C)C2 2-(3,4-dimethoxyphenyl)-6-(1-(2-isopropyl-2-azaspiro[3.3]heptan-6-yl)piperidin-4-yl)-1,4-dimethyl-1H-benzo[d]imidazole tris(2,2,2-trifluoroacetate)